S1C(=NC2=C1C=CC=C2)C(CC2=CC(=CC=C2)C(N)=N)NS(=O)(=O)C=2C=C(C=CC2)NC(=O)C2=CNC=CC2=O N-[3-[[1-(1,3-benzothiazol-2-yl)-2-(3-carbamimidoylphenyl)ethyl]sulfamoyl]phenyl]-4-oxo-1H-pyridine-3-carboxamide